[BH4-].[Na+] Sodium boranuide